C(C)(C)(C)N1N=CC(=C(C1=O)Cl)OCC=1C=C(CN2N=NC(=C2)COCCOCCCC2=CC=C(C=C2)S(=O)(=O)OC)C=CC1 methyl 2-(2-((1-(3-(((1-(tert-butyl)-5-chloro-6-oxo-1,6-dihydropyridazin-4-yl)oxy)methyl)benzyl)-1H-1,2,3-triazol-4-yl)methoxy)ethoxy)ethyl-4-toluenesulphonate